propyloxymagnesium bromide C(CC)O[Mg]Br